1,7-bis(4-hydroxyphenyl)-1-heptene-3,5-dione OC1=CC=C(C=C1)C=CC(CC(CCC1=CC=C(C=C1)O)=O)=O